C(C=C)OC(NCC1=NC=CC=C1CO)=O [3-(hydroxymethyl)pyridin-2-yl]methyl-carbamic acid prop-2-en-1-yl ester